C1(=CC=CC=C1)[C@H](CN)C (R)-2-phenyl-1-propylamine